ClC1=CC=C(C(=O)NC(C(=O)SCC)CC2=CC(NC3=CC=CC=C23)=O)C=C1 S-ethyl 2-(4-chlorobenzoylamino)-3-(2-oxo-1,2-dihydroquinolin-4-yl)thiopropionate